OC1CN(C1)C1=NC=CC(=C1)CNC(O[C@H]1[C@H](NC[C@@H]1O)CC1=CC=C(C=C1)OC)=O (2R,3S,4S)-4-hydroxy-2-(4-methoxybenzyl)pyrrolidin-3-yl ((2-(3-hydroxyazetidin-1-yl)pyridin-4-yl)methyl)carbamate